C(C)OC(=O)C1=CNC2=CC(=C(C=C12)C1=CC=C(C=C1)C#N)Cl 6-chloro-5-(4-cyanophenyl)-1H-indole-3-carboxylic acid ethyl ester